C(#N)C1=NC(=C(C2=CC=CC(=C12)OC1=CC=CC=C1)O)C(=O)NCC(=O)O [(1-Cyano-4-hydroxy-8-phenoxy-isoquinoline-3-carbonyl)-amino]-acetic acid